ClC=1C(=NC(=NC1)N[C@H](CO)C)C1=CC=C2CN(C(C2=C1)=O)[C@@H](C(=O)N[C@H](CO)C1=CC(=CC=C1)OC)C (2R)-2-[6-(5-chloro-2-{[(2S)-1-hydroxypropan-2-yl]amino}pyrimidin-4-yl)-1-oxo-2,3-dihydro-1H-isoindol-2-yl]-N-[(1S)-2-hydroxy-1-(3-methoxyphenyl)ethyl]propanamide